3-(4-chlorophenyl)-4-cyclopropyl-N-[2-(trifluoromethyl)pyridin-4-yl]-1,2-thiazole-5-carboxamide ClC1=CC=C(C=C1)C1=NSC(=C1C1CC1)C(=O)NC1=CC(=NC=C1)C(F)(F)F